1-[3-chloro-5-(2-aminoethylamino)phenyl]-3-(2-hydroxymethylphenyl)urea ClC=1C=C(C=C(C1)NCCN)NC(=O)NC1=C(C=CC=C1)CO